Tert-butyl naphthalene-1-carboxylate C1(=CC=CC2=CC=CC=C12)C(=O)OC(C)(C)C